BrC=1C=C(C=C2C(=CC=NC12)N[C@@H](C)C1=NC=NN1C1=CC=C(C=N1)C#N)C(F)(F)F 6-[5-[(1S)-1-[[8-bromo-6-(trifluoromethyl)-4-quinolyl]amino]ethyl]-1,2,4-triazol-1-yl]pyridine-3-carbonitrile